(S)-1-amino-1'-(6-((3-chloro-2-(methylamino)pyridin-4-yl)thio)-1,2,4-triazin-3-yl)-1,3-dihydrospiro[indene-2,4'-piperidine]-5-carbonitrile N[C@@H]1C2=CC=C(C=C2CC12CCN(CC2)C=2N=NC(=CN2)SC2=C(C(=NC=C2)NC)Cl)C#N